C1(CC1)C(=O)N1CC2(CN(C2)C(=O)C2=NNC(=C2)CCC)C1 (6-(Cyclopropanecarbonyl)-2,6-diazaspiro[3.3]heptan-2-yl)(5-propyl-1H-pyrazol-3-yl)methanone